2,6-Dimethoxy-N-(8'-(3-oxo-2-azabicyclo[2.1.1]hexan-2-yl)-4'H-spiro[cyclopropane-1,5'-naphtho[2,1-d]isoxazol]-3'-yl)benzenesulfonamide COC1=C(C(=CC=C1)OC)S(=O)(=O)NC1=NOC2=C1CC1(C3=CC=C(C=C32)N3C2CC(C3=O)C2)CC1